FC=1C=C(C(=O)C2=NC=CC(=C2)N2N=C(C(=C2)C(=O)N)C)C=C(C1)C(F)(F)F 1-(2-(3-fluoro-5-(trifluoromethyl)benzoyl)pyridin-4-yl)-3-methyl-1H-pyrazole-4-carboxamide